3-Hydroxy-10-methoxy-5,6,7,8,13,13a-hexahydroisoquinolino[2,1-b]isoquinolin-9-yl benzenesulfonate C1(=CC=CC=C1)S(=O)(=O)OC1=C(C=CC=2CC3N(CC12)CCC=1C=C(C=CC13)O)OC